α-fluoroacrylic acid ethoxyethyl ester C(C)OCCOC(C(=C)F)=O